C(C)N1C=NC2=C1N=NC=C2C=2C=CC(=C(C2)C2=CC1=CN(N=C1C=C2OC)[C@@H]2CC(N(CC2)C)=O)F |o1:28| rel-(S)-4-(5-(5-(7-ethyl-7H-imidazo[4,5-c]pyridazin-4-yl)-2-fluorophenyl)-6-methoxy-2H-indazole-2-yl)-1-methylpiperidin-2-one